FC=1C=CC(=C(C1)C1(CC1)C#N)C 1-(5-fluoro-2-methylphenyl)cyclopropane-1-carbonitrile